5-(3'-carboxy-phenyl)-pyridine-2-carboxylic acid C(=O)(O)C=1C=C(C=CC1)C=1C=CC(=NC1)C(=O)O